2-[[2-[2-(Dimethylamino)ethoxy]ethyl]methyl-amino]ethanol CN(CCOCCN(CCO)C)C